1-(3-amino-5-(trifluoromethyl)phenyl)-3-(4-(quinolin-4-yloxy)phenyl)imidazolidin-2-one NC=1C=C(C=C(C1)C(F)(F)F)N1C(N(CC1)C1=CC=C(C=C1)OC1=CC=NC2=CC=CC=C12)=O